methyl (4S)-2-tert-butylthiazolidine-4-carboxylate C(C)(C)(C)C1SC[C@@H](N1)C(=O)OC